C1(=CC=CC=C1)C1=CC=2C3(C4=CC(=CC=C4C2C=C1)C1=CC=CC=C1)C1=CC=CC=C1NC=1C=CC=CC13 2',7'-diphenyl-10H-spiro[acridine-9,9'-fluorene]